5-((1-(2-Hydroxyethyl)azetidin-2-yl)methoxy)-2-methyl-N-(1-(naphthalen-1-yl)cyclopropyl)benzamide OCCN1C(CC1)COC=1C=CC(=C(C(=O)NC2(CC2)C2=CC=CC3=CC=CC=C23)C1)C